CC=1C(=NC=CC1)N1CCNCCC1 1-(3-methyl-2-pyridyl)homopiperazine